ClC=1C(=NC(=NC1)N1CCNCC1)N1CC(C1)C(=O)NCC1=CN=C2N1C=CC=C2 1-[5-chloro-2-(piperazin-1-yl)pyrimidin-4-yl]-N-{imidazo[1,2-a]pyridin-3-ylmethyl}azetidine-3-carboxamide